N-[4-methyl-3-[5-(morpholin-4-yl)-6-(oxan-4-yloxy)pyridin-3-yl]phenyl]-3-(2,2,2-trifluoroethyl)pyrrolidine-1-carboxamide CC1=C(C=C(C=C1)NC(=O)N1CC(CC1)CC(F)(F)F)C=1C=NC(=C(C1)N1CCOCC1)OC1CCOCC1